CC(C(=O)[O-])(C(C(C)C)O)C 2,2,4-trimethyl-3-hydroxypentanoate